C(C)OC(=O)C=1C(=NN2C1OCC(C2)(C)C)C2=C(C=C(C=C2)S(=O)(=O)CC)F.C[N+](CP(=O)(O)O)(CCOC(C=C)=O)C dimethyl-(2-acryloyloxyethyl)(phosphonomethyl)ammonium Ethyl-2-(4-(ethylsulfonyl)-2-fluorophenyl)-6,6-dimethyl-6,7-dihydro-5H-pyrazolo[5,1-b][1,3]oxazine-3-carboxylate